Ethyl 4-[5-[(1,3-dihydro-1,3-dioxo-2H-inden-2-ylidene)methyl]-2-furanyl]-3-nitrobenzoate O=C1C(C(C2=CC=CC=C12)=O)=CC1=CC=C(O1)C1=C(C=C(C(=O)OCC)C=C1)[N+](=O)[O-]